tert-butyl methyl(2-(5-methyl-6-((1-(naphthalen-1-yl)cyclopropyl) carbamoyl) 1H-indol-2-yl)ethyl)carbamate CN(C(OC(C)(C)C)=O)CCC=1NC2=CC(=C(C=C2C1)C)C(NC1(CC1)C1=CC=CC2=CC=CC=C12)=O